OC1=C2C(C=C(OC2=CC=C1O)C1=CC=CC=C1)=O 5,6-Dihydroxy-4-oxoflav-2-en